BrC1=C(C=C(C=C1)C=1C(=NC(=NC1)NC=1C(=NN(C1)C)Cl)NC=1C=C(C=CC1F)NC(C=C)=O)F N-(3-((5-(4-bromo-3-fluorophenyl)-2-((3-chloro-1-methyl-1H-pyrazol-4-yl)amino)pyrimidin-4-yl)amino)-4-fluorophenyl)acrylamide